2,3,5,6-tetramethylbenzene-1-sulfonyl chloride CC1=C(C(=C(C=C1C)C)C)S(=O)(=O)Cl